ClC1=CC(=C(C=C1)C=1C2=C(N=C(N1)[C@H]1C[C@H](OCC1)C=1C=NN(C1)C1CC1)N=C(C=C2)C)F 4-(4-chloro-2-fluorophenyl)-2-((2S,4R)-2-(1-cyclopropyl-1H-pyrazol-4-yl)tetrahydro-2H-pyran-4-yl)-7-methylpyrido[2,3-d]pyrimidine